tert-butyl (2R,5S)-4-(3-chloro-2-(2-fluorophenyl)-8-(2-formyl-4,6-diisopropylpyrimidin-5-yl)-7-oxo-7,8-dihydro-1,6-naphthyridin-5-yl)-2,5-dimethylpiperazine-1-carboxylate ClC=1C(=NC=2C(C(N=C(C2C1)N1C[C@H](N(C[C@@H]1C)C(=O)OC(C)(C)C)C)=O)C=1C(=NC(=NC1C(C)C)C=O)C(C)C)C1=C(C=CC=C1)F